CC1=CC=CC=2C3=CC=C(C=C3C=CC12)C(C)C 1-methyl-7-(1-methylethyl)-phenanthrene